C1=CC=CC=2C3=CC=CC=C3N(C12)C1=CC=C(C=C1)B(O)O 4-(9H-carbazol-9-yl)phenylboronic acid